COC(C1=C(C=CC(=C1)\C=C\C(N1C(C=CC1)=O)=O)O)=O (E)-Methyl-2-hydroxy-5-(3-oxo-3-(2-oxo-2,5-dihydro-1H-pyrrol-1-yl)prop-1-en-1-yl)benzoate